(E)-5-methyl-4H-isoxazole-5-carboxylic acid CC1(CC=NO1)C(=O)O